2-(2,6-Dioxopiperidin-3-yl)-5-fluoro-6-(trifluoromethyl)isoindoline-1,3-dione O=C1NC(CCC1N1C(C2=CC(=C(C=C2C1=O)F)C(F)(F)F)=O)=O